C(#N)C1=CC=C(C2=C1N(C=N2)C)C2=C(N=C(C(=N2)C(=O)N)NC2=CC=C(C=C2)N2CCOCC2)NC 6-(7-cyano-1-methyl-benzoimidazol-4-yl)-5-(methylamino)-3-(4-morpholinoanilino)pyrazine-2-carboxamide